2-hydroxytetrahydropyranyl-1,1-dimethoxypentane OC1(OCCCC1)C(CCCC)(OC)OC